3-(5-(difluoromethyl)-1,3,4-thiadiazol-2-yl)-N-(1-methylcyclopropyl)-8-(piperidin-4-yl)imidazo[1,5-a]pyridine-6-sulfonamide FC(C1=NN=C(S1)C1=NC=C2N1C=C(C=C2C2CCNCC2)S(=O)(=O)NC2(CC2)C)F